C(C)N1C(=C(C=C1)C(=O)O)C 1-ethyl-2-methyl-1H-pyrrole-3-carboxylic acid